FC(N1C=NC2=C1C=CC(=C2)OC2=C(C(=C(N)C=C2)F)C)F 4-((1-(difluoromethyl)-1H-benzo[d]imidazol-5-yl)oxy)-2-fluoro-3-methylaniline